C1(CC1)C1=C(C=CC=C1F)C1=C(C=2N=C(N=C(C2C=N1)N([C@H]1CNCC1)C)OC[C@]12CCCN2C[C@@H](C1)F)F 7-(2-cyclopropyl-3-fluorophenyl)-8-fluoro-2-(((2R,7aS)-2-fluorotetrahydro-1H-pyrrolizin-7a(5H)-yl)methoxy)-N-methyl-N-((R)-pyrrolidin-3-yl)pyrido[4,3-d]pyrimidin-4-amine